(3R,4S)-3,4-diethyltetrahydrothiophene-3,4-diol C(C)[C@@]1(CSC[C@]1(O)CC)O